CN1C=NC=C1C1=CC=C(C=C1)[N+](=O)[O-] 1-methyl-5-(4-nitrophenyl)-1H-imidazole